titanium antimony telluride [Sb]=[Te].[Ti]